4-hydroxy-N-(pyridin-3-yl)-3-{2-[4-(trifluoromethoxy)phenyl]-6-oxa-2,9-diazaspiro[4.5]dec-9-yl}butanamide OCC(CC(=O)NC=1C=NC=CC1)N1CCOC2(CCN(C2)C2=CC=C(C=C2)OC(F)(F)F)C1